ClC1=NC=C(C(=N1)NC1=CC(=C(C=C1)Cl)S(NC1(CC1)C)(=O)=O)C 2-Chloro-5-methyl-N4-(3-[(N-1-methylcyclopropyl)sulfamoyl]-4-chlorophenyl)pyrimidine-4-amine